OCC=1C(=CC2=CC(=C(C=C2C1)OC)OC)C(=O)Cl 3-(hydroxymethyl)-6,7-dimethoxy-2-naphthoyl chloride